rac-N-{(7S,8R)-8-[(2',3'-difluoro[1,1'-biphenyl]-3-yl)methyl]-2-ethyl-1-oxo-1,2,5,6,7,8-hexahydroisoquinolin-7-yl}methanesulfonamide FC1=C(C=CC=C1F)C1=CC(=CC=C1)C[C@H]1[C@H](CCC=2C=CN(C(C12)=O)CC)NS(=O)(=O)C |r|